C(C)SC1=C(N(C=C1C1=CC=CC=C1)S(=O)(=O)C1=CC=C(C)C=C1)C (ethylsulfanyl)-2-methyl-4-phenyl-1-tosyl-1H-pyrrole